C1(CC1)CN(C(OC(C)(C)C)=O)[C@H]1CN(CCC1)C1=NC=C(C=C1)C1(COC1)N1N=NC(=C1)C1=NC(=CN=C1)N1CCCC1 tert-butyl (R)-(cyclopropylmethyl)(1-(5-(3-(4-(6-(pyrrolidin-1-yl)pyrazin-2-yl)-1H-1,2,3-triazol-1-yl)oxetan-3-yl)pyridin-2-yl)piperidin-3-yl)carbamate